OCCOC1=NC(=CC(=C1)C=1C=C(C=CC1C)NC(=O)C1=CC(=NC=C1)C(F)(F)F)N1CCOCC1 N-{3-[2-(2-hydroxyethoxy)-6-(morpholin-4-yl)pyridin-4-yl]-4-methylphenyl}-2-(trifluoromethyl)pyridine-4-carboxamide